N-[2-(dimethylamino)ethyl]-4-[4-[[3-(4-fluorophenyl)-1-isopropyl-2,4-dioxo-pyrimidine-5-carbonyl]amino]anilino]-1,7-naphthyridine-6-carboxamide CN(CCNC(=O)C=1C=C2C(=CC=NC2=CN1)NC1=CC=C(C=C1)NC(=O)C=1C(N(C(N(C1)C(C)C)=O)C1=CC=C(C=C1)F)=O)C